COC1=C(C2=C(CC3(CC3)O2)C=C1)S(=O)(=O)NC(=O)C1=NC2=CC=CC(=C2C=C1)C1=NC=CC=C1 N-((6-methoxy-3H-spiro[benzofuran-2,1'-cyclopropan]-7-yl)sulfonyl)-5-(pyridin-2-yl)quinoline-2-carboxamide